(2RS)-2-[6-[2-[6-(morpholine-4-carbonyl)-3-pyridinyl]ethynyl]-1-oxo-isoindolin-2-yl]-2-phenyl-N-thiazol-2-yl-acetamide N1(CCOCC1)C(=O)C1=CC=C(C=N1)C#CC1=CC=C2CN(C(C2=C1)=O)[C@@H](C(=O)NC=1SC=CN1)C1=CC=CC=C1 |r|